(4R,5S,6R)-6-((R)-1-((S)-2-Amino-3-phenylpropanamido)ethyl)-3-((3S,5S)-5-(dimethylcarbamoyl)pyrrolidin-3-ylthio)-4-methyl-7-oxo-1-azabicyclo[3.2.0]hept-2-ene-2-carboxylic acid N[C@H](C(=O)N[C@H](C)[C@@H]1[C@H]2[C@H](C(=C(N2C1=O)C(=O)O)S[C@@H]1CN[C@@H](C1)C(N(C)C)=O)C)CC1=CC=CC=C1